CC1=C(C(=O)N[C@H](C)C2=CC(=CC=C2)C2=CC(=CC=C2)C(=O)N2CCCCC2)C=C(C=C1)N1CCN(CC1)C 2-Methyl-5-(4-methylpiperazin-1-yl)-N-[(1R)-1-[3-[3-(piperidine-1-carbonyl)phenyl]phenyl]ethyl]benzamide